tert-butyl 4-formyl-4-methyl-piperidine-1-carboxylate C(=O)C1(CCN(CC1)C(=O)OC(C)(C)C)C